BrC=1C=NN(C1)C1C(CC1)O 2-(4-bromo-1H-pyrazol-1-yl)cyclobutanol